[Na+].BrC=1C=C2C(=NN(C2=CC1)CC)C(=O)[O-] 5-bromo-1-ethyl-1H-indazole-3-carboxylic acid sodium salt